FC=1C=2N(C=CC1)N=C(C2)[C@H]2N(CCC1=C2N=CN1)C=1OC(=NN1)C1=NC=CC=C1 (S)-2-(4-(4-fluoropyrazolo[1,5-a]pyridin-2-yl)-6,7-dihydro-1H-imidazo[4,5-c]pyridin-5(4H)-yl)-5-(pyridin-2-yl)-1,3,4-oxadiazole